4-(ethylsulphonylamino)-2-(6-azaspiro[2.5]oct-6-yl)benzoic acid C(C)S(=O)(=O)NC1=CC(=C(C(=O)O)C=C1)N1CCC2(CC2)CC1